NC1=NC=NN2C1=C(C=C2C=2C=C(C(=NC2)OC)C(=O)N[C@@H]2CN(CC2)C(=O)C2CC(C2)(F)F)C(F)(F)F 5-[4-amino-5-(trifluoromethyl)pyrrolo[2,1-f][1,2,4]triazin-7-yl]-N-[(3S)-1-(3,3-difluorocyclobutanecarbonyl)pyrrolidin-3-yl]-2-methoxypyridine-3-carboxamide